2-methyl-5-((2-methylbenzyl)oxy)benzofuran-3-carboxylic acid CC=1OC2=C(C1C(=O)O)C=C(C=C2)OCC2=C(C=CC=C2)C